oxalic acid, dihydrazide C(C(=O)NN)(=O)NN